methyl (7S)-7-methyl-2-[2-(1H-pyrazol-1-yl)ethyl]-3-({[(pyridin-3-yl)methyl]carbamoyl}methyl)-3H,6H,7H,8H,9H-imidazo[4,5-f]quinoline-6-carboxylate C[C@@H]1N(C2=CC=C3C(=C2CC1)N=C(N3CC(NCC=3C=NC=CC3)=O)CCN3N=CC=C3)C(=O)OC